COC=1C=C(C=CC1OC)N1N=C(C=C(C1=O)C(=O)C1=C(CCCC1=O)O)C 2-(3,4-Dimethoxyphenyl)-4-[(2-hydroxy-6-oxocyclohex-1-en-1-yl)carbonyl]-6-methylpyridazine-3(2H)-on